FC(C=1C=C(C=CC1F)C=1C=C2C(=NC1)C=NN2CC(=O)N2CC(C2)\C=C/C)F 2-[6-[3-(Difluoromethyl)-4-fluoro-phenyl]pyrazolo[4,3-b]pyridin-1-yl]-1-[3-[(Z)-prop-1-enyl]azetidin-1-yl]ethanone